Cl.N[C@@H](C)C1=CC(=C(C=C1)NC(C)=O)F (S)-N-(4-(1-Aminoethyl)-2-fluorophenyl)acetamide hydrochloride